NC(CN1N=CC(=C1)C=1C=NC=2C=CN3C(C2C1)=NC(=C3C(=O)N)C3=C(C=CC=C3Cl)Cl)=O 9-(1-(2-Amino-2-oxoethyl)-1H-pyrazol-4-yl)-2-(2,6-dichlorophenyl)imidazo[2,1-f][1,6]naphthyridine-3-carboxamide